(±)-N-(6-(4-methylbenzoyl)benzo[d]thiazol-2-yl)tetrahydrofuran-2-carboxamide CC1=CC=C(C(=O)C2=CC3=C(N=C(S3)NC(=O)[C@@H]3OCCC3)C=C2)C=C1 |r|